N-(2,3-difluorophenyl)-7-(6-morpholinylpyridin-3-yl)quinazolin-4-amine FC1=C(C=CC=C1F)NC1=NC=NC2=CC(=CC=C12)C=1C=NC(=CC1)N1CCOCC1